1-tert-butylperoxyisopropylbenzene C(C)(C)(C)OOC(C)(C)C1=CC=CC=C1